(R)-3-((4-Hydroxy-1-(3-phenylbutanoyl)piperidin-4-yl)methyl)-6-(2-methoxyphenyl)pyrimidin OC1(CCN(CC1)C(C[C@@H](C)C1=CC=CC=C1)=O)CN1CN=C(C=C1)C1=C(C=CC=C1)OC